FC=1C=CC(=NC1)[C@@H](C)OC=1C=2N(C=C(C1)C=1C=NN(C1C)[C@H]1[C@@H](CCCC1)O)N=CC2C#N 4-((R)-1-(5-fluoropyridin-2-yl)ethoxy)-6-(1-((1R,2R)-2-hydroxycyclohexyl)-5-methyl-1H-pyrazol-4-yl)pyrazolo[1,5-a]pyridine-3-carbonitrile